1-((6-Chloro-5-methylpyridazin-3-yl)amino)-2-methylpropan-2-ol ClC1=C(C=C(N=N1)NCC(C)(O)C)C